acryloyloxyethyl diphenyl phosphate P(=O)(OCCOC(C=C)=O)(OC1=CC=CC=C1)OC1=CC=CC=C1